Tetraphenyl-cyclopentadienone C1(=CC=CC=C1)C1=C(C(=C(C1=O)C1=CC=CC=C1)C1=CC=CC=C1)C1=CC=CC=C1